[N-](S(=O)(=O)C(F)(F)F)S(=O)(=O)C(F)(F)F.ClCCOCCOCC[N+]1(CCCC1)C 1-(2-(2-(2-chloroethoxy)ethoxy)ethyl)-1-methylpyrrolidinium bis(trifluoromethanesulfonyl)imide